N-((2-(3-methoxybenzyl)thiazol-5-yl)methyl)-11-oxo-10,11-dihydrodibenzo[b,f][1,4]thiazepine-8-carboxamide 5,5-dioxide COC=1C=C(CC=2SC(=CN2)CNC(=O)C2=CC3=C(S(C4=C(C(N3)=O)C=CC=C4)(=O)=O)C=C2)C=CC1